NC1=NC(=C(C=2N1C(N(N2)CC2OCCC2)=O)Br)C2=CC=CC=C2 5-amino-8-bromo-7-phenyl-2-((tetrahydrofuran-2-yl)methyl)-[1,2,4]Triazolo[4,3-c]Pyrimidin-3(2H)-one